C(C=CCCCCCCCCCCCCC)=O (11Z)-hexadecene-1-aldehyde